(7-((1,5-Dimethyl-1H-pyrrolo[2,3-b]pyridin-6-yl)oxy)-2-azaspiro[3.5]nonan-2-yl)((1s,3s)-3-hydroxy-3-methylcyclobutyl)methanon CN1C=CC=2C1=NC(=C(C2)C)OC2CCC1(CN(C1)C(=O)C1CC(C1)(C)O)CC2